8-bromo-6-chloro-3,4-dihydro-2H-benzo[b][1,4]oxazine BrC1=CC(=CC2=C1OCCN2)Cl